C(C)(CC)C1=CC(C2=CC=3CCCC3C=C12)[Zr] (3-sec-butyl-1,5,6,7-tetrahydro-s-indacenyl)zirconium